Cl.OC[C@H]1NC2=CC(=CC=C2C1)NC([C@H](C)NC([C@H](C(C)C)NC(OCC=C)=O)=O)=O allyl ((S)-1-(((S)-1-(((S)-2-(hydroxymethyl)indolin-6-yl)amino)-1-oxopropan-2-yl)amino)-3-methyl-1-oxobutan-2-yl)carbamate hydrochloride